(5-(((3R,4S)-1-ethyl-4-methylpiperidin-3-yl)oxy)-1-oxoisoindolin-2-yl)piperidine-2,6-dione C(C)N1C[C@@H]([C@H](CC1)C)OC=1C=C2CN(C(C2=CC1)=O)N1C(CCCC1=O)=O